2,5-Diazatetralin C1NCCC2=NC=CC=C12